C(C)OC(C)C1=CC=C(C=C1)CC(C)C 1-(1-ethoxyethyl)-4-isobutylbenzene